ClC=1C=C(C=CC1F)NC(N(CC1=NN=C(N1C)C(F)(F)F)C=1C=NC(=CC1)OC)=O (3-Chloro-4-fluorophenyl)-1-(6-methoxypyridin-3-yl)-1-((4-methyl-5-(trifluoromethyl)-4H-1,2,4-triazol-3-yl)methyl)urea